SCC(CSCCSC(CS)C)SCCS 2-(2-[3-mercapto-2-(2-mercaptoethylthio)-propylthio]ethylthio)propane-1-thiol